ClC=1C=C(C=CC1F)[C@@H](CNCCCOC=1C(=C(C=CC1)C1=C(C(=CC=C1)OCCCN1C[C@@H](CC1)O)C)C)O (R)-1-(3-((3'-(3-(((S)-2-(3-chloro-4-fluorophenyl)-2-hydroxyethyl)amino)propoxy)-2,2'-dimethyl-[1,1'-biphenyl]-3-yl)oxy)propyl)pyrrolidin-3-ol